BrCC\C=C/CCC(OCC)OCC (3Z)-1-bromo-7,7-diethoxy-3-heptene